ethyl (S)-3-amino-3-(2',5'-difluorobiphenyl-3-yl)propanoate N[C@@H](CC(=O)OCC)C=1C=C(C=CC1)C1=C(C=CC(=C1)F)F